tert-butyl (6-(hydroxymethyl)quinoline-4-carbonyl)glycinate OCC=1C=C2C(=CC=NC2=CC1)C(=O)NCC(=O)OC(C)(C)C